F[C@H]1C[C@H](N(C1)C(CN1CCC(CC1)N(C)C1=C2C=CN=CC2=CC=C1)=O)C#N (2S,4S)-4-fluoro-1-[2-[4-[5-isoquinolinyl-(methyl)amino]-1-piperidinyl]acetyl]pyrrolidine-2-carbonitrile